3-[2-[2-(3,4-difluoro-2-methyl-phenoxy)-3-quinolinyl]-6-methyl-4-oxo-1H-pyridin-3-yl]prop-2-enoic acid ethyl ester C(C)OC(C=CC1=C(NC(=CC1=O)C)C=1C(=NC2=CC=CC=C2C1)OC1=C(C(=C(C=C1)F)F)C)=O